N1=C(C=CC=C1C=O)C=O pyridine-2,6-diformaldehyde